C(CCCNCCC(CC)(CC)NC(OC(C)(C)C)=O)NCCC(CC)(CC)NC(OC(C)(C)C)=O di-tert-butyl ((butane-1,4-diylbis(azanediyl))bis(3-ethylpentane-1,3-diyl))dicarbamate